((3-(1-ethyl-1H-imidazol-3-ium-3-yl)propyl)sulfonyl)((trifluoromethyl)sulfonyl)amide C(C)N1C=[N+](C=C1)CCCS(=O)(=O)[N-]S(=O)(=O)C(F)(F)F